N-(6-amino-5-cyclopropylpyridin-3-yl)-2-((2S,5R)-5-methyl-4-(1-methylcyclopropanecarbonyl)-2-phenylpiperazin-1-yl)-2-oxoacetamide NC1=C(C=C(C=N1)NC(C(=O)N1[C@H](CN([C@@H](C1)C)C(=O)C1(CC1)C)C1=CC=CC=C1)=O)C1CC1